C(C)N(CCNC)CC N2,N2-diethyl-N1-methylethane-1,2-diamine